(2r,5s)-5-[2-(4-chloro-3-fluorophenoxy)acetamido]-2-{[5-(trifluoromethyl)pyridin-3-yl]carbamoyl}piperidine-1-carboxylic acid tert-butyl ester C(C)(C)(C)OC(=O)N1[C@H](CC[C@@H](C1)NC(COC1=CC(=C(C=C1)Cl)F)=O)C(NC=1C=NC=C(C1)C(F)(F)F)=O